CC=1C(=NC=CC1)CN1C(NC2=NC=C(C=C21)C2=CC(=CC=C2)C(F)(F)F)=O 1-[(3-methyl-2-pyridyl)methyl]-6-[3-(trifluoromethyl)phenyl]-3H-imidazo[4,5-b]pyridin-2-one